CC(C#N)(COS(=O)(=O)C1=CC=C(C=C1)C)C1=CC=CC=C1 2-methyl-3-[(4-methylbenzenesulfonyl)oxy]-2-phenylpropanenitrile